Methyl 4-[(1S)-1-[[4-[2-(3-chlorophenoxy)ethylamino]tetrahydropyran-4-carbonyl]amino]ethyl]benzoate ClC=1C=C(OCCNC2(CCOCC2)C(=O)N[C@@H](C)C2=CC=C(C(=O)OC)C=C2)C=CC1